racemic-ethyl 6-hydroxy-8-chlorooctanoate O[C@H](CCCCC(=O)OCC)CCCl |r|